(R)-3-(6-(3-((cyclopropylmethyl)amino)piperidin-1-yl)pyridin-3-yl)-N-(4-oxo-4H-pyrido[1,2-a]pyrimidin-2-yl)oxetane-3-carboxamide C1(CC1)CN[C@H]1CN(CCC1)C1=CC=C(C=N1)C1(COC1)C(=O)NC=1N=C2N(C(C1)=O)C=CC=C2